1-(pentan-2-yl)-N-((4,6-dimethyl-2-oxo-1,2-dihydropyridin-3-yl)methyl)-1H-indole-4-carboxamide CC(CCC)N1C=CC=2C(=CC=CC12)C(=O)NCC=1C(NC(=CC1C)C)=O